6-(1,4-dimethyl-1H-1,2,3-triazol-5-yl)-1-methyl-4-(phenyl-(tetrahydro-2H-pyran-4-yl)methyl)-1,4-dihydropyrazolo[3',4':4,5]pyrrolo[3,2-b]pyridine-3-carbonyl chloride CN1N=NC(=C1C=1C=C2C(=NC1)C1=C(N2C(C2CCOCC2)C2=CC=CC=C2)C(=NN1C)C(=O)Cl)C